COC1(CC1)CN1C=NC=2C1=NC(=CC2N2CCOCC2)N2N=C(C=C2)C=2C=C(C=CC2)C 4-(3-((1-methoxycyclopropyl)methyl)-5-(3-(m-tolyl)-1H-pyrazol-1-yl)-3H-imidazo[4,5-b]pyridin-7-yl)morpholine